COC(=O)[C@H]1N([C@@H](C[C@@H](C1)O[Si](C)(C)C(C)(C)C)C)CC1=CC=CC=C1 (2S,4S,6R)-1-benzyl-4-((tert-Butyldimethylsilyl)oxy)-6-methylpiperidine-2-carboxylic acid methyl ester